isopropyl (1-(5-(3-cyano-6-ethoxypyrazolo[1,5-a]pyridin-4-yl)pyridin-2-yl)-4-formylpiperidin-4-yl)carbamate C(#N)C=1C=NN2C1C(=CC(=C2)OCC)C=2C=CC(=NC2)N2CCC(CC2)(C=O)NC(OC(C)C)=O